C(#N)C1=CC=C(C=C1)C=1N=C2C(=NC1)N=C(S2)NC(=O)C=2C=NC(=CC2C2=C(C=C(C=C2)F)C#C)C N-(6-(4-cyanophenyl)thiazolo[4,5-b]pyrazin-2-yl)-4-(2-ethynyl-4-fluorophenyl)-6-Methylpyridine-3-carboxamide